COC1=C(C=CC(=C1)N1CCN(CC1)C)NC1=NC=CC(=C1)NC1=CC(=CC=C1)S(=O)(=O)C N2-(2-Methoxy-4-(4-methylpiperazin-1-yl)phenyl)-N4-(3-(methylsulfonyl)phenyl)pyridine-2,4-diamine